3-(3-chlorophenyl)-3-((7-methoxy-6-(piperidin-4-yloxy)quinazolin-4-yl)amino)propanamide hydrochloride Cl.ClC=1C=C(C=CC1)C(CC(=O)N)NC1=NC=NC2=CC(=C(C=C12)OC1CCNCC1)OC